Racemic-5-(2-(2-(4-fluorophenyl)-5-methyl-4-(1-methylcyclopropanecarbonyl)piperazin-1-yl)-2-oxoacetamido)-2-methoxynicotinamide FC1=CC=C(C=C1)C1N(CC(N(C1)C(=O)C1(CC1)C)C)C(C(=O)NC=1C=NC(=C(C(=O)N)C1)OC)=O